FC1=C(CN2CCC(CC2)(C(=O)O)CC2=NC(=CC=C2F)NC2=NNC(=C2)C)C=CC=C1F 1-(2,3-difluorobenzyl)-4-((3-fluoro-6-((5-methyl-1H-pyrazol-3-yl)amino)pyridin-2-yl)methyl)-piperidine-4-carboxylic acid